C(C)(C)(C)OC(=O)N1CCC(CC1)(C1CCN(CC1)C1=C(C=C(C=C1)[N+](=O)[O-])F)F 4-fluoro-4-[1-(2-fluoro-4-nitro-phenyl)-4-piperidinyl]piperidine-1-carboxylic acid tert-butyl ester